N[C@](C(=O)O)(CCCCB(O)O)CCN1C[C@@H](CC1)CO R-2-amino-6-borono-2-(2-((R)-3-(hydroxymethyl)pyrrolidin-1-yl)ethyl)hexanoic acid